3-fluoro-2-hydroxy-5-(4-methyl-2-(6-(pyrrolidin-1-yl)pyridin-3-yl)thiazole-5-Yl)benzaldehyde FC=1C(=C(C=O)C=C(C1)C1=C(N=C(S1)C=1C=NC(=CC1)N1CCCC1)C)O